C1CC12C(CCC2)=O Spiro[2.4]heptan-4-one